FC(=C(C(=O)O)C)F 3,3-difluoro-2-methylprop-2-enoic acid